Cl.FC=1C=C(C=C(C1)F)C1CC=NN1C1NC[C@H]2[C@@H]1CC(C2)C(=O)C2C[C@@H]1[C@@H](C(NC1)N1N=CCC1C1=CC(=CC(=C1)F)F)C2 (5-(3,5-difluorophenyl)-4,5-dihydro-1H-pyrazol-1-yl)(3aR,6aS)-(octahydrocyclopenta[c]pyrrol-5-yl)ketone hydrochloride